(pyrimidin-2-ylmethyl)-1H-benzo[d]imidazole-6-carboxylic acid N1=C(N=CC=C1)CN1C=NC2=C1C=C(C=C2)C(=O)O